NC1=CC(=C(C=C1)O)CN(CCC)CCC 4-amino-2-((dipropylamino)methyl)phenol